5-{2-amino-[1,2,4]triazolo[1,5-a]pyridin-7-yl}-N-{[2-(cyclopentylmethoxy)-4,6-difluorophenyl]methyl}-2-ethoxypyridine-3-carboxamide NC1=NN2C(C=C(C=C2)C=2C=C(C(=NC2)OCC)C(=O)NCC2=C(C=C(C=C2F)F)OCC2CCCC2)=N1